Benzyl (S)-1-chloro-3-(((R)-1-(4-fluorophenyl)-2,2-dimethylpropyl)amino)-4-oxo-4,6,7,8-tetrahydropyrrolo[1,2-a]pyrazine-6-carboxylate ClC1=C2N(C(C(=N1)N[C@H](C(C)(C)C)C1=CC=C(C=C1)F)=O)[C@@H](CC2)C(=O)OCC2=CC=CC=C2